tert-butyl 3-(5-chloro-2-((2-(ethoxycarbonyl)-1H-pyrrol-3-ylamino)methyl)phenyl)morpholine-4-carboxylate ClC=1C=CC(=C(C1)C1N(CCOC1)C(=O)OC(C)(C)C)CNC1=C(NC=C1)C(=O)OCC